(2S)-N-[(1S)-1-(2-Amino-2-keto-ethyl)prop-2-ynyl]-1-[1-[4-(trifluoromethoxy)phenyl]cyclopropanecarbonyl]pyrrolidine-2-carboxamide NC(C[C@@H](C#C)NC(=O)[C@H]1N(CCC1)C(=O)C1(CC1)C1=CC=C(C=C1)OC(F)(F)F)=O